C(C(OC(F)(F)Br)(F)F)(OC(F)(F)Br)(F)F 1,6-dibromo-2,5-dioxaperfluorohexane